CN(CCCC(=O)OCCN(CCCCCCC(C(=O)OC(CCCCCCCC)CCCCCCCC)C)CCCCCCCC(=O)OCCCCCCCCC)C 1-octylnonyl 8-({2-[4-(dimethylamino)butyroxy]ethyl}[7-(nonyloxycarbonyl)heptyl] amino)-2-methyloctanoate